C1(=CC=CC=C1)P(C1=C(SC(=C1P(C1=CC=CC=C1)C1=CC=CC=C1)C(C)C)C(C)C)C1=CC=CC=C1 3,4-bis(diphenylphosphino)-2,5-diisopropylthiophene